C(C)S(=O)(=O)C=1OC(=NN1)C=CC1=CC=C(C=C1)C(F)(F)F 2-(ethylsulfonyl)-5-(4-(trifluoromethyl)styryl)-1,3,4-oxadiazole